C(C)C=1C=C(C=CC1OC1=CC=NC=2N1N=CC2)N2C(N(CC2=O)C2=CC(=CC=C2)OC(F)(F)F)=O 3-[3-ethyl-4-(pyrazolo[1,5-a]pyrimidin-7-yloxy)phenyl]-1-[3-(trifluoromethoxy)phenyl]-2,4-imidazolidinedione